(S)-1-(Bicyclo[4.2.0]oct-1(6),2,4-trien-3-yl)ethanamine hydrochloride Cl.C1=2C=C(C=CC2CC1)[C@H](C)N